4-[(3,4-Dimethoxyphenyl)-(4-piperidinyl)methyl]pyridine COC=1C=C(C=CC1OC)C(C1=CC=NC=C1)C1CCNCC1